tert-butyl (S)-4-(6,7-dichloro-2-(2-hydroxyacetyl)-8-methoxy-1-methyl-2,3-dihydro-1H-pyrrolo[3,4-c]quinolin-4-yl)piperidine-1-carboxylate ClC1=C(C(=CC=2C3=C(C(=NC12)C1CCN(CC1)C(=O)OC(C)(C)C)CN([C@H]3C)C(CO)=O)OC)Cl